(S)-4-(6-(3-(aminomethyl)pyrrolidin-1-yl)pyridin-3-yl)-6-(1-methyl-1H-pyrazol-4-yl)pyrazolo[1,5-a]pyrazine-3-carbonitrile NC[C@H]1CN(CC1)C1=CC=C(C=N1)C=1C=2N(C=C(N1)C=1C=NN(C1)C)N=CC2C#N